2-[3,5-Dimethoxy-2-[(E)-3-(4-methoxyphenyl)prop-2-enoyl]phenoxy]acetic acid COC=1C(=C(OCC(=O)O)C=C(C1)OC)C(\C=C\C1=CC=C(C=C1)OC)=O